(5-((3-(cyclopropylmethyl)-2,4,5-trioxoimidazolidin-1-yl)methyl)-1,2,4-oxadiazol-3-yl)-N-(2-methoxyphenyl)-N-((4-pivaloylmorpholin-2-yl)methyl)acetamide C1(CC1)CN1C(N(C(C1=O)=O)CC1=NC(=NO1)CC(=O)N(CC1CN(CCO1)C(C(C)(C)C)=O)C1=C(C=CC=C1)OC)=O